The molecule is a polyprenyl glycosyl phosphate consisting of N-acetyl-alpha-D-glucosamine attached at the 1-position to trans,octacis-decaprenyl phosphate. It is a conjugate acid of a N-acetyl-alpha-D-glucosaminyl-1-diphospho-trans,polycis-decaprenol(2-). CC(=CCC/C(=C/CC/C(=C\\CC/C(=C\\CC/C(=C\\CC/C(=C\\CC/C(=C\\CC/C(=C\\CC/C(=C\\CC/C(=C\\COP(=O)(O)OP(=O)(O)O[C@@H]1[C@@H]([C@H]([C@@H]([C@H](O1)CO)O)O)NC(=O)C)/C)/C)/C)/C)/C)/C)/C)/C)/C)C